(4-chloro-3-{4-[5-(cyclopropylethynyl)thiazol-2-yl]-6-oxo-1,6-dihydropyrimidin-2-yl}-2-fluorobenzyl)isobutyramide ClC1=C(C(=C(CC(C(=O)N)(C)C)C=C1)F)C=1NC(C=C(N1)C=1SC(=CN1)C#CC1CC1)=O